CC(C)([Si](OCCCOCCOCCOCCNC(=O)C1=C[C@H]([C@H]([C@@H](C1)OCCC(=O)OC(C)(C)C)OCCC(=O)OC(C)(C)C)OCCC(=O)OC(C)(C)C)(C)C)C tri-tert-butyl 3,3',3''-(((1R,2S,3R)-5-((2,2,3,3-tetramethyl-4,8,11,14-tetraoxa-3-silahexadecan-16-yl)carbamoyl)cyclohex-4-ene-1,2,3-triyl)tris(oxy))tripropionate